C(C)C=1N=C(C2=C(N1)SC(=C2)C)NC(C(=O)O)C(C)C 2-({2-ethyl-6-methylthieno[2,3-d]pyrimidin-4-yl}amino)-3-methylbutanoic acid